2-(2-(1,1-difluoroethyl)-7-isopropyl-4-oxopyrazolo[1,5-d][1,2,4]triazin-5(4H)-yl)acetate FC(C)(F)C1=NN2C(=NN(C(C2=C1)=O)CC(=O)[O-])C(C)C